BrC=1C=C(C=C(C1[N+](=O)[O-])Br)S(=O)(=O)O 3,5-dibromo-4-nitrobenzenesulfonic acid